NC1=C(C=CC(=N1)C1=CC(=C(C(=O)NC=2C(=NNC2C(F)(F)F)C)C=C1F)O[C@H](C(F)(F)F)C)F (S)-4-(6-Amino-5-fluoropyridin-2-yl)-5-fluoro-N-(3-methyl-5-(trifluoromethyl)-1H-pyrazol-4-yl)-2-((1,1,1-trifluoropropan-2-yl)oxy)benzamide